5-(5-methoxybenzo[d]thiazol-2-yl)-N,N-dimethylpyridineamide COC=1C=CC2=C(N=C(S2)C=2C=CC(=NC2)C(=O)N(C)C)C1